4-bromo-N-(2-(4,4-difluoro-3-vinylpiperidin-1-yl)-6-methylpyrimidin-4-yl)-6-fluoro-2H-spiro[benzofuran-3,2'-[1,3]dioxolane]-7-carboxamide BrC1=CC(=C(C2=C1C1(OCCO1)CO2)C(=O)NC2=NC(=NC(=C2)C)N2CC(C(CC2)(F)F)C=C)F